2-(2-((2-(pyridin-3-ylcarbamoyl)phenoxy)methyl)phenoxy)acetic acid N1=CC(=CC=C1)NC(=O)C1=C(OCC2=C(OCC(=O)O)C=CC=C2)C=CC=C1